N1=C(C=CC=C1)NC(C)=O N-PYRIDINYL-ACETAMIDE